5-{7-fluoro-4,6-dimethoxy-1',4',5',7'-tetrahydro-3H-spiro[2-benzofuran-1,6'-indazol]-3'-yl}-1-methylpyrazol-4-amine FC1=C(C=C(C2=C1C1(CCC=3C(=NNC3C1)C1=C(C=NN1C)N)OC2)OC)OC